N-ethyl-3-{2-[(6-methoxy-1,2,3,4-tetrahydroisoquinolin-7-yl)amino]quinazolin-7-yl}benzene-1-sulfonamide C(C)NS(=O)(=O)C1=CC(=CC=C1)C1=CC=C2C=NC(=NC2=C1)NC1=C(C=C2CCNCC2=C1)OC